2-[(4-cyano-2-fluoro-phenyl)methyl-[2,2-dideuterio-2-[3,5-difluoro-2-(1,1,2,2,2-pentadeuterioethyl)phenoxy]acetyl]amino]acetic acid C(#N)C1=CC(=C(C=C1)CN(CC(=O)O)C(C(OC1=C(C(=CC(=C1)F)F)C(C([2H])([2H])[2H])([2H])[2H])([2H])[2H])=O)F